(R)-N-(1-phenylethyl)-2-naphthylamine C1(=CC=CC=C1)[C@@H](C)NC1=CC2=CC=CC=C2C=C1